N[C@H]1C[C@H](CCC1)N1C=NC=2C1=NC=C(C2)C#N 3-((1S,3R)-3-aminocyclohexyl)-3H-imidazo[4,5-b]pyridine-6-carbonitrile